(2R,3S,5R)-5-(4-amino-2-chloro-7H-pyrrolo[2,3-d]pyrimidin-7-yl)-2-ethynyl-2-(hydroxymethyl)tetrahydrofuran-3-yl propionate C(CC)(=O)O[C@@H]1[C@](O[C@H](C1)N1C=CC2=C1N=C(N=C2N)Cl)(CO)C#C